Butyl-5-{[2-(6-isopropylpyridin-3-yl)imidazo[1,2-a]pyridin-3-yl]methyl}-2,5-diazabicyclo-[2.2.2]octan-2-carboxylat C(CCC)OC(=O)N1C2CN(C(C1)CC2)CC2=C(N=C1N2C=CC=C1)C=1C=NC(=CC1)C(C)C